C1(CC1)C(CC=1N=NC2=C(C=C(C=C2C1)C(=O)N)OC([2H])([2H])[2H])(O)C1=NC(=C(C(=C1)C(C)(C)O)F)C1=CC=C(C=C1)F 2-cyclopropyl-2-(5-fluoro-6-(4-fluorophenyl)-4-(2-hydroxypropan-2-yl)pyridine-2-Yl)-2-hydroxyethyl-8-(methoxy-d3)cinnoline-6-carboxamide